C(C)(C)(C)[C@]1(N(C[C@@H](N(C1)C1=NC=CC2=C1C(=CN2C2=NC=CC(=C2)F)C)C)C(=O)O)C.C(C=CCCCCCCCC)(=O)NCC(=O)O undecenoyl-glycin tert-Butyl-(2R,5S)-4-(1-(4-fluoropyridin-2-yl)-3-methyl-1H-pyrrolo[3,2-c]pyridin-4-yl)-2,5-dimethylpiperazine-1-carboxylate